F[C@@]1([C@H](O)[C@H](O)[C@@H](CO)O1)N1C=NC=2C(=O)NC(N)=NC12 fluoro-guanosine